3'-chloro-2'-vinyl-5,6-dihydro-[1,1'-biphenyl]-3(4H)-one ClC=1C(=C(C=CC1)C1=CC(CCC1)=O)C=C